4-chloro-5-methyl-2-(2-methylsulfonylphenyl)phenol ClC1=CC(=C(C=C1C)O)C1=C(C=CC=C1)S(=O)(=O)C